tert-butyl (2R)-2-(((((2-hydroxy-4'-((4-methoxyphenyl)sulfonamido)-[1,2'-binaphthalen]-1'-yl)oxy)carbonyl)amino)methyl)pyrrolidine-1-carboxylate OC1=C(C2=CC=CC=C2C=C1)C1=C(C2=CC=CC=C2C(=C1)NS(=O)(=O)C1=CC=C(C=C1)OC)OC(=O)NC[C@@H]1N(CCC1)C(=O)OC(C)(C)C